tert-Butyl (3aS,6aS)-4-(4-(2-(3-amino-6-methylthieno[2,3-b]pyridine-2-carboxamido)ethyl)phenyl)hexahydropyrrolo[3,2-b]pyrrole-1(2H)-carboxylate NC1=C(SC2=NC(=CC=C21)C)C(=O)NCCC2=CC=C(C=C2)N2CC[C@@H]1N(CC[C@@H]12)C(=O)OC(C)(C)C